OC(C(=O)C1=CC=C(C=C1)Br)C 2-hydroxy-1-(4-bromophenyl)propan-1-one